tert-butyl 1,7-diazaspiro[3.5]nonane-7-carboxylate oxalate C(C(=O)O)(=O)O.N1CCC12CCN(CC2)C(=O)OC(C)(C)C